6-chloro-3-(chloromethyl)-4-{hexahydro-1H-cyclopenta[c]pyrrol-2-yl}pyridazine ClC1=CC(=C(N=N1)CCl)N1CC2C(C1)CCC2